methyl-8-{2-[l-1-(dimethylamino)nonadecyl]cyclopropyl}octanoate COC(CCCCCCCC1C(C1)C(CCCCCCCCCCCCCCCCCC)N(C)C)=O